(S)-6-(2-methoxyethoxy)-N-(tetrahydrofuran-3-yl)-1,2,3,4-tetrahydroisoquinolin-8-amine COCCOC=1C=C2CCNCC2=C(C1)N[C@@H]1COCC1